C(C)(C)(C)OC(=O)N(C1=C2C(=NC(=C1)Cl)C(=C(S2)[C@H]2OCCC[C@@H]2C(=O)O)Cl)CC2=C(C=CC=C2)F (2S,3S)-2-(7-((tert-Butoxycarbonyl)(2-fluorobenzyl)amino)-3,5-dichlorothieno[3,2-b]pyridin-2-yl)tetrahydro-2H-pyran-3-carboxylic acid